4-(2-((tert-Butoxycarbonyl)amino)ethyl)benzoic acid C(C)(C)(C)OC(=O)NCCC1=CC=C(C(=O)O)C=C1